N-[(3R)-1-[(7R)-7-methoxy-5,6,7,8-tetrahydro-[1,2,4]triazolo[4,3-a]pyridine-3-yl]-3-piperidyl]-4-(oxetan-3-yloxy)-5-(trifluoromethyl)pyrimidin-2-amine CO[C@H]1CC=2N(CC1)C(=NN2)N2C[C@@H](CCC2)NC2=NC=C(C(=N2)OC2COC2)C(F)(F)F